OC=1C=C(C=CC1O)[C@H]1OC=2C=C(C(=C(C2C[C@@H]1O)O)[C@H]1[C@@H]([C@H](OC2=CC(=CC(=C12)O)O)C1=CC(=C(C=C1)O)O)O)O (2R,3S)-2-(3,4-dihydroxyphenyl)-6-[(2R,3S,4R)-2-(3,4-dihydroxyphenyl)-3,5,7-trihydroxy-3,4-dihydro-2H-chromen-4-yl]-3,4-dihydro-2H-chromene-3,5,7-triol